silver tin silver copper lead [Pb].[Cu].[Ag].[Sn].[Ag]